C(C)(C)(C)C1=CC=C(C=C1)NC1=CC=C(C=C1)C1=CC=CC=C1 N-(4-(tert-butyl)phenyl)-[1,1'-biphenyl]-4-amine